1-{1-[(2-Chlorophenyl)methyl]piperidin-4-yl}-4-(5-methyl-pyridin-2-yl)-1,4-diazepane ClC1=C(C=CC=C1)CN1CCC(CC1)N1CCN(CCC1)C1=NC=C(C=C1)C